C(C)(C)(C)OC(=O)N(C(OCC1=CC=CC=C1)=O)C1=CC(=NN1C(C)(C)C)[C@H]1[C@H](C(CC1)=O)F |o1:27,28| rel-benzyl (tert-butoxycarbonyl)(1-(tert-butyl)-3-((1S,2R)-2-fluoro-3-oxocyclopentyl)-1H-pyrazol-5-yl)carbamate